COC(=O)[C@H]1N(C(CC1)=O)C1=NC(=CC(=C1)C(F)(F)F)C (2S)-1-[6-methyl-4-(trifluoromethyl)pyridin-2-yl]-5-oxotetrahydropyrrole-2-carboxylic acid methyl ester